(4aR,7aR)-4-(5-phenylthiazol-2-yl)hexahydropyrrolo[3,4-b][1,4]Oxazine-6(2H)-carbonitrile C1(=CC=CC=C1)C1=CN=C(S1)N1[C@H]2[C@H](OCC1)CN(C2)C#N